NC=1C(=NC(=C(N1)F)C1=CC=C(C=C1)[C@@]12CN(C[C@H]2C1)C)C=1C=C2CCNC(C2=CC1F)=O 6-(3-amino-5-fluoro-6-(4-((1R,5S)-3-methyl-3-azabicyclo[3.1.0]hexane-1-yl)phenyl)pyrazin-2-yl)-7-fluoro-3,4-dihydroisoquinolin-1(2H)-one